2-(6-methoxy-2-methyl-1,2,3,4-tetrahydroisoquinolin-7-yl)-N4-(2-(pyrrolidin-1-ylsulfonyl)phenyl)-7H-pyrrolo[2,3-d]Pyrimidine-2,4-diamine COC=1C=C2CCN(CC2=CC1C1(N=C(C2=C(N1)NC=C2)NC2=C(C=CC=C2)S(=O)(=O)N2CCCC2)N)C